N1(CCCCC1)C1CCN(CC1)C1CCN(CC1)C1=C(C=NC2=CC=C(C=C12)S(=O)C)S(=O)(=O)C1=CC(=C(C=C1)OCCCCCCCCCC)F 4-([1,4':1',4''-terpiperidin]-1''-yl)-3-((4-(decyloxy)-3-fluorophenyl)sulfonyl)-6-(methylsulfinyl)quinoline